4-(3,8-diazabicyclo[3.2.1]octan-3-yl)-2-(2-methoxypyridin-4-yl)-1H-pyrrolo[2,3-b]pyridine hydrochloride Cl.C12CN(CC(CC1)N2)C2=C1C(=NC=C2)NC(=C1)C1=CC(=NC=C1)OC